C1(CC1)C1=C(CNC2=NC(=NC=C2C(=O)N)NC=2C=NN(C2)C)C=CC=C1 4-[(2-cyclopropyl-benzyl)amino]-2-[(1-methyl-1H-pyrazol-4-yl)amino]pyrimidin-5-carboxamide